FC1=CC(=C(C=C1)C1=CC(=CC=C1)NC(=O)C=1C(N(C=C(C1)CNCC(C)C)CC(F)(F)F)=O)C=1N=NNC1C N-(4'-Fluoro-2'-(5-methyl-1H-1,2,3-triazol-4-yl)-[1,1'-biphenyl]-3-yl)-5-((isobutylamino)methyl)-2-oxo-1-(2,2,2-trifluoroethyl)-1,2-dihydropyridine-3-carboxamide